butyl 2-(2-((7-(2-cyano-3-fluoropyridin-4-yl)benzofuran-5-yl)methoxy)phenyl)acetate C(#N)C1=NC=CC(=C1F)C1=CC(=CC=2C=COC21)COC2=C(C=CC=C2)CC(=O)OCCCC